(E)-2,4-difluoro-N-(2-methoxy-5-(8-(4-(4-oxopent-2-enoyl)piperazin-1-yl)naphthalen-2-yl)pyridin-3-yl)benzenesulfonamide FC1=C(C=CC(=C1)F)S(=O)(=O)NC=1C(=NC=C(C1)C1=CC2=C(C=CC=C2C=C1)N1CCN(CC1)C(\C=C\C(C)=O)=O)OC